CCCCC[C@@H](/C=C/C=C\\CCCCCCCC(=O)O)OO The molecule is the (S)-enantiomer of 13-HPODE It has a role as a human metabolite. It derives from an octadeca-9,11-dienoic acid. It is a conjugate acid of a 13(S)-HPODE(1-). It is an enantiomer of a (13R)-HPODE.